2-{6-azaspiro[2.5]octane-6-yl}-N-{3',4'-dihydro-1'H-spiro[cyclopentane-1,2'-Naphthalene]-5'-yl}-4-iodobenzamide C1CC12CCN(CC2)C2=C(C(=O)NC1=C3CCC4(CC3=CC=C1)CCCC4)C=CC(=C2)I